C(C)C(C(C)C)(CC)C(C(C(C(=O)[O-])(C(C(C)C)(CC)CC)C(C(C)C)(CC)CC)(O)C(=O)[O-])C(=O)[O-] Tri(3-ethyl-2-methyl-3-pentyl)citrat